O[C@]1(C(CO)=O)CC[C@H]2[C@@H]3CCC4=CC(CC[C@]4(C)[C@H]3C(C[C@]12C)=O)=O 17,21-Dihydroxy-pregn-4-ene-3,11,20-trione